ClC1=C2C(C(NC2=C(C=C1)Cl)=O)(O)CC(=O)C1=CC(=C(C=C1)F)F 4,7-dichloro-3-(2-(3,4-difluorophenyl)-2-oxoethyl)-3-hydroxyindolin-2-one